bis(1,2-dimethyl-3-(3-ethyl-4,4-dimethylpentan-3-yl)cyclopentadienyl)zirconium dichloride [Cl-].[Cl-].CC1(C(=C(C=C1)C(CC)(C(C)(C)C)CC)C)[Zr+2]C1(C(=C(C=C1)C(CC)(C(C)(C)C)CC)C)C